C(CCC)N(CCC(O)C=1C2=CC=C(C=C2C=2C=C(C=C(C2C1)Cl)Cl)C(F)(F)F)CCCC 3-(Dibutylamino)-1-[1,3-dichloro-6-(trifluoromethyl)phenanthren-9-yl]propan-1-ol